tri-n-propylmonomethylammonium monomethyl-carbonate COC([O-])=O.C(CC)[N+](C)(CCC)CCC